O=C1N[C@H]2[C@@H](OC1)CCN(C2)C(=O)N2CC(C2)C2=CC=C(C=C2)C2=C(C(=O)N)C=CC=C2 2-[4-[1-[(4aR,8aS)-3-Oxo-4,4a,5,7,8,8a-hexahydropyrido[4,3-b][1,4]oxazine-6-carbonyl]azetidin-3-yl]phenyl]benzamide